S-(3-((4-(4-(3-bromo-4-fluorophenyl)-5-oxo-4,5-dihydro-1,2,4-oxadiazol-3-yl)-1,2,5-oxadiazol-3-yl) amino) propyl) thioacetate C(C)(=O)SCCCNC1=NON=C1C1=NOC(N1C1=CC(=C(C=C1)F)Br)=O